ClC=1C=CC(=C(C1)N1CC(N(CC1=O)[C@H](C(=O)NC1=CC2=CN(N=C2C=C1)C(F)F)CC1=CC=CC=C1)=O)N1N=NC(=C1)Cl (S)-2-(4-(5-chloro-2-(4-chloro-1H-1,2,3-triazol-1-yl)phenyl)-2,5-dioxopiperazin-1-yl)-N-(2-(difluoromethyl)-2H-indazol-5-yl)-3-phenylpropanamide